1-(4-(trifluoromethyl)phenyl)cyclobutyl 2-(diethoxyphosphoryl)acetate C(C)OP(=O)(OCC)CC(=O)OC1(CCC1)C1=CC=C(C=C1)C(F)(F)F